(E)-pyrimidine-5-carboxylic anhydride N1=CN=CC(=C1)C(=O)OC(=O)C=1C=NC=NC1